7-(3-(1-(3-Fluoro-3-methylbutyl)-1H-pyrazol-4-yl)-6-methylpyridin-2-yl)chinolin FC(CCN1N=CC(=C1)C=1C(=NC(=CC1)C)C1=CC=C2C=CC=NC2=C1)(C)C